5-(4-(2-aminoethyl)phenoxy)-2-(tert-butyl)-4-chloropyridazin NCCC1=CC=C(OC=2C(=CN(NC2)C(C)(C)C)Cl)C=C1